4-(cyanomethyl)phenylboronic acid C(#N)CC1=CC=C(C=C1)B(O)O